6-fluoro-N-[4-fluoro-2-methyl-5-[6-[[(3S)-oxolan-3-yl]amino]pyridazin-3-yl]phenyl]pyrazolo[1,5-a]pyridine-3-carboxamide FC=1C=CC=2N(C1)N=CC2C(=O)NC2=C(C=C(C(=C2)C=2N=NC(=CC2)N[C@@H]2COCC2)F)C